2-Ethyl-undecanol C(C)C(CO)CCCCCCCCC